(S)-1-((S)-2-methyl-3-(2-oxo-4-(o-tolyl)-2H-chromen-7-yl)propanoyl)piperidine-3-carboxamide C[C@H](C(=O)N1C[C@H](CCC1)C(=O)N)CC1=CC=C2C(=CC(OC2=C1)=O)C1=C(C=CC=C1)C